8-(4-benzoylphenyl)-3,3-diphenyl-3H-naphtho[2,1-b]pyran C(C1=CC=CC=C1)(=O)C1=CC=C(C=C1)C=1C=C2C=CC=3OC(C=CC3C2=CC1)(C1=CC=CC=C1)C1=CC=CC=C1